C[C@@H]([NH2+]CC1=C2C(=CC(=C1)Br)NC(=O)C(=O)N2)P(=O)(O)O The molecule is an organic cation that is the conjugate acid of CGP 78608, arising from protonation of the secondary amino function. It is an ammonium ion derivative and an organic cation. It is a conjugate acid of a CGP 78608 hydrochloride.